4-[(2-imidazol-1-yl)-6-chlorobenzoylamino]benzoic acid isopropyl ester C(C)(C)OC(C1=CC=C(C=C1)NC(C1=C(C=CC=C1Cl)N1C=NC=C1)=O)=O